NC=1N=NC(=CC1N1CC(N(CC1)C(C(C)(C)O)=O)C)C1=C(C=CC=C1)O 1-(4-(3-amino-6-(2-hydroxyphenyl)pyridazin-4-yl)-2-methylpiperazin-1-yl)-2-hydroxy-2-methylpropan-1-one